3,5-di(3',5'-dicarboxyphenyl)-1H-1,2,4-triazole C(=O)(O)C=1C=C(C=C(C1)C(=O)O)C1=NNC(=N1)C1=CC(=CC(=C1)C(=O)O)C(=O)O